BrC=1C(=CC(=NC1)OC(F)F)Cl 5-bromo-4-chloro-2-(difluoromethoxy)pyridine